4',6'-di(9H-carbazol-9-yl)-2'-(4,6-diphenyl-1,3,5-triazin-2-yl)-[1,1':3',1''-terphenyl]-5'-carbonitrile C1=CC=CC=2C3=CC=CC=C3N(C12)C1=C(C(=C(C(=C1C#N)N1C2=CC=CC=C2C=2C=CC=CC12)C1=CC=CC=C1)C1=NC(=NC(=N1)C1=CC=CC=C1)C1=CC=CC=C1)C1=CC=CC=C1